[2-(6-azaspiro[2.5]oct-6-yl)-4-bromophenyl]-N-[8-(4,4-difluoropiperidinyl)-7-Fluoro-2-hydroxy(6-quinolyl)]formamide C1CC12CCN(CC2)C2=C(C=CC(=C2)Br)N(C=O)C=2C=C1C=CC(=NC1=C(C2F)N2CCC(CC2)(F)F)O